cycloHexanone methyl-2-hydroxy-2-methylpropanate COC(C(C)(C)O)=O.C1(CCCCC1)=O